N-(4-methoxybenzyl)-4-(4-methylpiperazin-1-yl)-4-oxo-N-(3,4,5-trimethoxyphenyl)butanamide COC1=CC=C(CN(C(CCC(=O)N2CCN(CC2)C)=O)C2=CC(=C(C(=C2)OC)OC)OC)C=C1